4,6-bis(trichloromethyl)-s-triazine tert-butyl-(3-(difluoromethoxy)-5-((6-(difluoromethyl)pyridin-2-yl)carbamoyl)pyridin-2-yl)carbamate C(C)(C)(C)N(C(O)=O)C1=NC=C(C=C1OC(F)F)C(NC1=NC(=CC=C1)C(F)F)=O.ClC(C1=NC=NC(=N1)C(Cl)(Cl)Cl)(Cl)Cl